6-amino-4-(3-chloro-4-methoxyphenoxy)-7-ethoxy-2-methylquinoline-3-carbonitrile NC=1C=C2C(=C(C(=NC2=CC1OCC)C)C#N)OC1=CC(=C(C=C1)OC)Cl